(3-methoxyphenyl)-6-phenyl-2-(4-piperidinyl)pyrimidin-4-amine COC=1C=C(C=CC1)C=1C(=NC(=NC1C1=CC=CC=C1)C1CCNCC1)N